6-(2,4-dimethoxypyrimidin-5-yl)pyridazin-3-amine COC1=NC=C(C(=N1)OC)C1=CC=C(N=N1)N